BrC1=C2C=CNC2=CC(=C1OC1=NC=CC(=C1)C(N)=S)F 2-((4-bromo-6-fluoro-1H-indol-5-yl)oxy)pyridine-4-carbothioamide